C1(CC1)C=1SC(=CN1)C=1C=C(C=CC1)N(C(=O)[C@@H]1CC[C@H](CC1)NC(CC(C)C)=O)C[C@@H]1CC[C@H](CC1)C1=CC(=C(C=C1)OC)C trans-N-(3-(2-Cyclopropylthiazol-5-yl)phenyl)-N-((trans-4-(4-methoxy-3-methylphenyl)cyclohexyl)methyl)-4-(3-methylbutanamido)cyclohexanecarboxamide